C(C)(C)(C)OC(=O)N1CCN(CC1)C1=C2CCN(C2=CC=C1F)C1C(NC(CC1)=O)=O.N(=O)C1=C(C2=CC=CC=C2C=C1)N=O dinitrosonaphthalene tert-butyl-4-[1-(2,6-dioxo-3-piperidyl)-5-fluoro-indolin-4-yl]piperazine-1-carboxylate